2-Amino-N-[5-(5,7-dihydrofuro[3,4-b]pyridin-2-ylcarbamoyl)-4-fluoro-2-methylphenyl]-1,3-thiazole-5-carboxamide NC=1SC(=CN1)C(=O)NC1=C(C=C(C(=C1)C(NC1=CC=C2C(=N1)COC2)=O)F)C